2-amino-3-hydroxy-3-pyridin-4-yl-1-pyrrolidin-1-yl-propan-1-one NC(C(=O)N1CCCC1)C(C1=CC=NC=C1)O